2-amino-4-nitro-phenol NC1=C(C=CC(=C1)[N+](=O)[O-])O